3-amino-4-[2-nitro-5-(trifluoromethyl)phenyl]Butyric acid methyl ester hydrochloride Cl.COC(CC(CC1=C(C=CC(=C1)C(F)(F)F)[N+](=O)[O-])N)=O